(4R)-4-(trifluoromethyl)-L-proline benzyl ester, hydrochloride Cl.C(C1=CC=CC=C1)OC([C@H]1NC[C@@H](C1)C(F)(F)F)=O